COC(=O)C=1N(N=C2C=CC=C(C12)CC1=CC=C(C=C1)C(F)(F)F)CC(C)C 2-isobutyl-4-[[4-(trifluoromethyl)phenyl]methyl]indazole-3-carboxylic acid methyl ester